C(C1=CC=CC=C1)C1=CC(=C(C=C1)C1=NC(=NC(=N1)C1=C(C=C(C=C1)CC1=CC=CC=C1)C#N)C1=C(C=C(C=C1)CC1=CC=CC=C1)C#N)C#N 2,4,6-tris(4-benzylcyanophenyl)-1,3,5-triazine